3-(4-chlorophenyl)-N-(1-hydroxy-2-methylpropan-2-yl)-5-nitrobenzamide ClC1=CC=C(C=C1)C=1C=C(C(=O)NC(CO)(C)C)C=C(C1)[N+](=O)[O-]